(11R)-12-(6-Aminospiro[3.3]heptan-2-yl)-6-(2,6-dimethylphenyl)-11-isobutyl-2,2-dioxo-9-oxa-2λ6-thia-3,5,12,19-tetrazatricyclo[12.3.1.14,8]nonadeca-1(18),4,6,8(19),14,16-hexaen-13-one NC1CC2(CC(C2)N2[C@@H](COC=3C=C(N=C(NS(C=4C=CC=C(C2=O)C4)(=O)=O)N3)C3=C(C=CC=C3C)C)CC(C)C)C1